(R)-1-(2,5-difluoropyridin-3-yl)ethyl (4-(5-(5-(difluoromethyl)nicotinamido)pyridin-2-yl)-1-methyl-1H-1,2,3-triazol-5-yl)carbamate FC(C=1C=NC=C(C(=O)NC=2C=CC(=NC2)C=2N=NN(C2NC(O[C@H](C)C=2C(=NC=C(C2)F)F)=O)C)C1)F